(R)-2-(3-(azetidin-3-yl)piperidin-1-yl)acetonitrile N1CC(C1)[C@@H]1CN(CCC1)CC#N